CN(CC(=O)O)CC(=O)O.C(=C)(C)B(O)O isopropenylboronic acid methyliminodiacetate